C(#N)C1=C(C(=CC=C1)C)C1=CC=C(C=C1)S(=O)(=O)Cl 2'-cyano-6'-methyl-[1,1'-biphenyl]-4-sulfonyl chloride